(3S)-10-(5-chloro-2,4-difluorophenyl)-3-((methoxymethoxy)methyl)-7-((S)-2-methylpiperazin-1-yl)-9-(trifluoromethyl)-2H-[1,4]thiazino[2,3,4-ij]quinazolin-5(3H)-one ClC=1C(=CC(=C(C1)C1=C(C=C2C(=NC(N3C2=C1SC[C@@H]3COCOC)=O)N3[C@H](CNCC3)C)C(F)(F)F)F)F